C1(CC1)S(=O)(=O)N1N=CC(=C1)C1=NC=CC(=N1)NC1=NC=C(C(=C1)N1CCC(CC1)(CNC)F)C#CC=1C=NN(C1)C 2-(1-(cyclopropylsulfonyl)-1H-pyrazol-4-yl)-N-(4-(4-fluoro-4-((methylamino)methyl)piperidin-1-yl)-5-((1-methyl-1H-pyrazol-4-yl)ethynyl)pyridin-2-yl)pyrimidin-4-amine